6-chloro-1-(2-methoxy-4-nitrophenyl)-1H-pyrazolo[4,3-c]Pyridine-3-carboxylic acid ClC1=CC2=C(C=N1)C(=NN2C2=C(C=C(C=C2)[N+](=O)[O-])OC)C(=O)O